COC1=CC=C(C(C(=O)O)=C1)O 5-O-methyl-gentisic acid